2,2'-dihydroxy-4-methoxy-4'-ethoxybenzophenone OC1=C(C(=O)C2=C(C=C(C=C2)OCC)O)C=CC(=C1)OC